N,N-bis[2-(trimethylsiloxy)ethyl]allyl-amine C[Si](OCCN(CCO[Si](C)(C)C)CC=C)(C)C